((2s,5r)-2-(hydroxymethyl)-3-oxabicyclo[4.1.0]hept-5-yl)carbamic acid tert-butyl ester C(C)(C)(C)OC(N[C@H]1CO[C@@H](C2CC12)CO)=O